F[C@@]12C(N[C@@H]([C@H]2C1C)COC1=CC=NC2=CC(=C(C=C12)OC)C(=O)N)=O 4-{[(1R,2S,5S)-5-fluoro-6-methyl-4-oxo-3-azabicyclo[3.1.0]hex-2-yl]methoxy}-6-methoxyquinoline-7-carboxamide